C(C1=CC=CC=C1)(=O)OC1=C(C=CC=C1)OCC 2-ethoxyphenyl benzoate